C(C1=CC=CC=C1)(=O)O[C@@H]1[C@@H](CC=2NN=C(C21)C(F)(F)F)F [(4S,5R)-5-fluoro-3-(trifluoromethyl)-1,4,5,6-tetrahydrocyclopenta[c]pyrazol-4-yl] benzoate